7-fluoro-1-(4-(thiazol-4-ylmethoxy)phenyl)-9H-pyrido[3,4-b]indole-3-carboxylic acid FC1=CC=C2C3=C(NC2=C1)C(=NC(=C3)C(=O)O)C3=CC=C(C=C3)OCC=3N=CSC3